methyl 5-((4-(pentan-3-ylamino)pyrimidin-2-yl)amino)-2-(4,4,5,5-tetramethyl-1,3,2-dioxaborolan-2-yl)benzoate CCC(CC)NC1=NC(=NC=C1)NC=1C=CC(=C(C(=O)OC)C1)B1OC(C(O1)(C)C)(C)C